1-(3-chloro-4-hydroxy-5-methoxyphenyl)ethan-1-one ClC=1C=C(C=C(C1O)OC)C(C)=O